rac-(3R,4R)-3,4-difluoropyrrolidine hydrochloride Cl.F[C@@H]1CNC[C@H]1F |r|